CC=1NC(=C(C1C=O)C)C 2,4,5-TRIMETHYL-1H-PYRROLE-3-CARBALDEHYDE